(S)-4-(1-(5-(3,4-difluorophenyl)-1-(4-(trifluoromethyl)benzyl)-1H-indazole-7-carboxamido)ethyl)benzoic acid FC=1C=C(C=CC1F)C=1C=C2C=NN(C2=C(C1)C(=O)N[C@@H](C)C1=CC=C(C(=O)O)C=C1)CC1=CC=C(C=C1)C(F)(F)F